(3R)-3-({7-bromo-2-[1-(propan-2-yl)-1H-pyrazol-4-yl][1,2,4]triazolo[1,5-c]quinazolin-5-yl}amino)azepin-2-one BrC1=CC=CC=2C=3N(C(=NC12)NC=1C(N=CC=CC1)=O)N=C(N3)C=3C=NN(C3)C(C)C